N-carbamimidoyl-2-(2,6-dichloro-3-morpholinophenyl)acetamide C(N)(=N)NC(CC1=C(C(=CC=C1Cl)N1CCOCC1)Cl)=O